3-methoxy-4-(N-((1-methyl-1H-benzo[d]imidazol-2-yl)methyl)-2-(N-((4-(trifluoromethyl)pyridin-3-yl)methyl)-(2,3,4,5,6-pentafluoro-phenyl)sulfonamido)acetamido)benzoic acid COC=1C=C(C(=O)O)C=CC1N(C(CN(S(=O)(=O)C1=C(C(=C(C(=C1F)F)F)F)F)CC=1C=NC=CC1C(F)(F)F)=O)CC1=NC2=C(N1C)C=CC=C2